CC=1C=C(C=CC1C)C=1C(=CC(=NC1)C(=O)NC1CS(C=C1)(=O)=O)O 5-(3,4-dimethylphenyl)-N-(1,1-dioxido-2,3-dihydrothiophen-3-yl)-4-hydroxypicolinamide